N1(C=NC=C1)CC=1C=C(CNC2=C(C(=NC3=CC=CC=C23)Cl)[N+](=O)[O-])C=CC1 N-(3-((1H-imidazol-1-yl)methyl)benzyl)-2-chloro-3-nitroquinolin-4-amine